mono(ethyl acetoacetate) tris(ethyl acetoacetate) titanium [Ti+4].C(C)CC(CC(=O)[O-])=O.C(C)CC(CC(=O)[O-])=O.C(C)CC(CC(=O)[O-])=O.C(C)CC(CC(=O)[O-])=O